8-(2,4-Dichlorophenyl)-2,4-difluoro-9-(4-((1-(3-fluoropropyl)azetidin-3-yl)methyl)phenyl)-6,7-dihydro-5H-benzo[7]annulen-3-ol ClC1=C(C=CC(=C1)Cl)C=1CCCC2=C(C1C1=CC=C(C=C1)CC1CN(C1)CCCF)C=C(C(=C2F)O)F